OCC1=CC=2NC(C=3N(C2N=C1)C=CC3C)=O 3-(Hydroxymethyl)-7-methylpyrido[3,2-e]pyrrolo[1,2-a]pyrazin-6(5H)-one